5-oxodecahydro-1H-cyclopropa[d]pyrrolo[1,2-a]azocine-3-carboxylic acid O=C1CCC2C(CC3N1C(CC3)C(=O)O)C2